2-((4-cyclopropylthiazol-2-yl)methyl)-6-(4-(difluoromethoxy)phenyl)pyridazine-3(2H)-one C1(CC1)C=1N=C(SC1)CN1N=C(C=CC1=O)C1=CC=C(C=C1)OC(F)F